4-(3,5-dibromophenyl)morpholine Ethyl-(R)-2-((dimethylcarbamothioyl)thio)-2-phenylacetate C(C)OC([C@@H](C1=CC=CC=C1)SC(N(C)C)=S)=O.BrC=1C=C(C=C(C1)Br)N1CCOCC1